C1(CC1)CN1C2CC(CC1CC2)N2CCC(CC2)C=2C=C(C1=C(NC(=N1)C1=CC=C(C=C1)S(=O)(=O)C)C2)C 6-(1-(8-(cyclopropylmethyl)-8-azabicyclo[3.2.1]oct-3-yl)piperidin-4-yl)-4-methyl-2-(4-(methylsulfonyl)phenyl)-1H-benzo[d]imidazole